t-butyl (S)-2-((7-((4-chloro-3-fluorobenzyl) oxy)-3,4-dihydroisoquinolin-2(1H)-yl) methyl)-1-((oxetan-2-yl) methyl)-1H-benzo[d]imidazole-6-carboxylate ClC1=C(C=C(COC2=CC=C3CCN(CC3=C2)CC2=NC3=C(N2C[C@H]2OCC2)C=C(C=C3)C(=O)OC(C)(C)C)C=C1)F